ethyl 3-(4-bromobenzoyl)-8-fluoroindolizine-1-carboxylate BrC1=CC=C(C(=O)C2=CC(=C3C(=CC=CN23)F)C(=O)OCC)C=C1